C(C1=CC=CC=C1)C=1NC(=NN1)C(=O)N[C@@H]1C(N(C=2N(CC1)N=CC2)C)=O (S)-5-benzyl-N-(4-methyl-5-oxo-5,6,7,8-tetrahydro-4H-pyrazolo[1,5-a][1,3]diazepin-6-yl)-4H-1,2,4-triazole-3-carboxamide